8-chloro-2-(2,6-difluorophenyl)-N-((1s,4s)-4-(piperidin-1-yl)cyclohexyl)pyrazolo[1,5-a][1,3,5]triazin-4-amine ClC=1C=NN2C1N=C(N=C2NC2CCC(CC2)N2CCCCC2)C2=C(C=CC=C2F)F